CS(=O)(=O)C1=CC=C(C=C1)NC=1N=CC2=C(N1)N=C(C=C2C#C[Si](C(C)C)(C(C)C)C(C)C)N2C(NCC21CCCC1)=O 1-{2-[(4-methanesulfonylphenyl)amino]-5-[2-(triisopropylsilyl)ethynyl]pyrido[2,3-d]pyrimidin-7-yl}-1,3-diazaspiro[4.4]nonan-2-one